heptadecane-7-carboxylate CCCCCCC(CCCCCCCCCC)C(=O)[O-]